N-(1-(4-amino-3-fluorobenzyl)-1H-pyrazol-4-yl)-5-chloro-4-(1-(benzenesulfonyl)-1H-indol-3-yl)pyrimidin-2-amine NC1=C(C=C(CN2N=CC(=C2)NC2=NC=C(C(=N2)C2=CN(C3=CC=CC=C23)S(=O)(=O)C2=CC=CC=C2)Cl)C=C1)F